NC=1CC(=CC2=C(N1)C=C(S2)C(=O)O)C(N(CCC)CCC)=O 5-amino-7-(dipropylcarbamoyl)-6H-thieno[3,2-b]Azepine-2-carboxylic acid